CC=1C=NN2C1NC(C1=C2N=C(C=C1)C(F)(F)F)=O 3-methyl-8-(trifluoromethyl)pyrazolo[1,5-a]pyrido[3,2-e]pyrimidin-5(4H)-one